3-((3-((4-(piperidin-1-ylmethyl)benzyl)amino)phenyl)amino)piperidine-2,6-dione N1(CCCCC1)CC1=CC=C(CNC=2C=C(C=CC2)NC2C(NC(CC2)=O)=O)C=C1